C(C)N(C1[C@H]2CN([C@@H](C1)C2)C(=O)OC(C)(C)C)CC tert-butyl (1R,4R)-5-(diethylamino)-2-azabicyclo[2.2.1]heptane-2-carboxylate